FC1=CC(=C2C=NNC2=C1N1CC(NS1(=O)=O)=O)CNC1=NC=CC=C1C 5-[6-fluoro-4-[[(3-methyl-2-pyridyl)amino]methyl]-1H-indazol-7-yl]-1,1-dioxo-1,2,5-thiadiazolidin-3-one